S1C=CC2=C1C1=C(N2)SC=C1 DITHIENOPYRROLE